C(CCCCCCCCCCCCCCCCC)OC(CCCCCC)=O.C(C)C(C(=O)OCCCCCCCCCCCCCCCCCCCCCCCCCCCCCCCCCC)CCCC cetylstearyl ethylhexanoate stearyl-heptanoate